7-{(4-fluorophenyl)[(3-hydroxypyridin-2-yl)amino]methyl}quinolin-8-ol FC1=CC=C(C=C1)C(C1=CC=C2C=CC=NC2=C1O)NC1=NC=CC=C1O